(5-(4-(trifluoromethyl)phenoxy)naphthalen-2-yl)methanone FC(C1=CC=C(OC2=C3C=CC(=CC3=CC=C2)C=O)C=C1)(F)F